CC1=CC=C(C=C1)S(=O)(=O)OCCO hydroxyethyl 4-methylbenzenesulfonate